N-((5-(isothiazol-5-yl)-1,3,4-oxadiazol-2-yl)methyl)-2-methoxy-4-morpholinobenzamide S1N=CC=C1C1=NN=C(O1)CNC(C1=C(C=C(C=C1)N1CCOCC1)OC)=O